(R)-N-(4-((2-(1,1-difluoroethyl)-6-methylpyrimidin-4-yl)amino)-5-((2-methyltetrahydro-2H-pyran-2-yl)methoxy)pyridin-2-yl)acetamide FC(C)(F)C1=NC(=CC(=N1)NC1=CC(=NC=C1OC[C@@]1(OCCCC1)C)NC(C)=O)C